The molecule is a citrate siderophore possessing four carboxylate groups suitable for iron coordination. It has a role as a siderophore. It is a conjugate base of an achromobactin free acid. C1CC(N(C1=O)CCOC(=O)C[C@](CC(=O)NCCC(C(=O)[O-])N2C(=O)CCC2(C(=O)[O-])O)(C(=O)[O-])O)(C(=O)[O-])O